1-(diphenylphosphono)-9H-carbazole C1(=CC=CC=C1)OP(=O)(OC1=CC=CC=C1)C1=CC=CC=2C3=CC=CC=C3NC12